((2R,7aR)-2,6-difluorotetrahydro-1H-pyrrolizin-7a(5H)-yl)methanol F[C@@H]1CC2(CC(CN2C1)F)CO